C(C)(C)(C)OC(=O)N1CCN(CC1)C=1C(=NC=C(C1)Br)COC 4-(5-bromo-2-(methoxymethyl)pyridin-3-yl)piperazine-1-carboxylic acid tert-butyl ester